FC1=CC=C(OC2(CCC2)C(=O)O)C=C1 1-(4-fluorophenoxy)cyclobutane-1-carboxylic acid